N[C@H]1[C@H](OC2=CC=C(C=C2)OC)O[C@@H]([C@H]([C@@H]1OCC1=CC=CC=C1)O[C@H]1[C@@H](OCC2=CC=CC=C2)[C@@H](O)[C@H](OCC2=CC=CC=C2)[C@H](O1)CO)COCC1=CC=CC=C1 4-methoxyphenyl 2-amino-3,6-di-O-benzyl-2-deoxy-4-O-(2,4-di-O-benzyl-beta-D-mannopyranosyl)-beta-D-glucopyranoside